C(C)(C)(C)OC(=O)N1CCN(CC1)CCNC(C(C=1C=NC=CC1)N(C1=CC=C(C=C1)S(F)(F)(F)(F)F)C(=O)[C@@H]1N(C[C@@H](C1)OC)C#N)=O tert-butyl-4-[2-[[2-[N-[(2R,4R)-1-cyano-4-methoxy-pyrrolidine-2-carbonyl]-4-(pentafluoro-λ6-sulfanyl)anilino]-2-(3-pyridyl)acetyl]amino]ethyl]piperazine-1-carboxylate